(1aR,5aR)-2-(Tetrahydro-pyran-4-yl)-1a,2,5,5a-tetrahydro-1H-2,3-diaza-cyclopropa[a]pentalene-4-carboxylic acid (1-pyridin-2-yl-cyclobutyl)-amide N1=C(C=CC=C1)C1(CCC1)NC(=O)C=1C=2C[C@@H]3[C@H](C2N(N1)C1CCOCC1)C3